C(C)(C)(C)OC(=O)NCC=1C(=C(C=CC1)C1=CC(=CC=2C=COC21)COC2=C(C=CC=C2)CC(=O)OCC)O ethyl 2-(2-((7-(3-(((tert-butoxycarbonyl)amino)methyl)-2-hydroxyphenyl)benzofuran-5-yl)methoxy)phenyl)acetate